3-sulfonylalanine S(=O)(=O)=C[C@H](N)C(=O)O